3-((9-oxo-9H-xanthen-3-yl)oxy)propanol O=C1C2=CC=CC=C2OC=2C=C(C=CC12)OCCCO